(8-(6-phenoxybenzo[d]oxazol-2-yl)-2,6-diazaspiro[3.4]octan-6-yl)(thiazol-5-yl)methanone O(C1=CC=CC=C1)C1=CC2=C(N=C(O2)C2CN(CC23CNC3)C(=O)C3=CN=CS3)C=C1